5,6-dihydro-5-methyl-deoxyuridine CC1C(NC(N([C@H]2C[C@H](O)[C@@H](CO)O2)C1)=O)=O